C1(CC1)C1=CC(=C(C=C1)C=1C=2N(C(=NN1)N[C@H]1CN(CCC1)C)C=CC2)C(F)F 1-[4-Cyclopropyl-2-(difluoromethyl)phenyl]-N-[(3R)-1-methyl-3-piperidyl]pyrrolo-[1,2-d][1,2,4]triazin-4-amine